C1(CC1)C1=NC=2N(C=C1)N=CC2C(=O)NC=2C=NC=C(C2)C2=NN(C=N2)C 5-cyclopropyl-N-(5-(1-methyl-1H-1,2,4-triazol-3-yl)pyridin-3-yl)pyrazolo[1,5-a]pyrimidine-3-carboxamide